tert-Butyl (S)-4-(3-fluorophenyl)-3-methylpiperazine-1-carboxylate FC=1C=C(C=CC1)N1[C@H](CN(CC1)C(=O)OC(C)(C)C)C